3-chloro-5-[1-[(3S,4S)-3-[(4-methanesulfonylphenoxy)meth-yl]-4-methyl-pyrrolidin-1-yl]-propan-2-yl]-benzonitrile ClC=1C=C(C#N)C=C(C1)C(CN1C[C@H]([C@@H](C1)C)COC1=CC=C(C=C1)S(=O)(=O)C)C